COC(=O)[C@H]1N(C[C@H](C1)O[Si](C1=CC=CC=C1)(C1=CC=CC=C1)C(C)(C)C)C(=O)OC(C)(C)C (2s,4s)-4-[(tert-butyldiphenylsilyl)oxy]Pyrrolidine-1,2-dicarboxylic acid 1-tert-butyl 2-methyl ester